COC([C@H](CCC)N)=S (2S)-2-amino-4-methylthiobutanoic acid methyl ester